3-Cyclopropyl-1-(2-fluoro-4-iodophenyl)-6,8-dimethyl-5-(3-nitrophenoxy)pyrido[2,3-d]pyrimidine-2,4,7(1H,3H,8H)-trione C1(CC1)N1C(N(C2=C(C1=O)C(=C(C(N2C)=O)C)OC2=CC(=CC=C2)[N+](=O)[O-])C2=C(C=C(C=C2)I)F)=O